FC=1C=C2C(=CC=NC2=CC1)NC1=CC=C(C=C1)C1=NC2=C(N1)C=CC(=C2)NC2=CC=NC=C2 6-fluoro-N-(4-(5-(pyridin-4-ylamino)-1H-benzo[d]imidazol-2-yl)phenyl)quinolin-4-amine